C1(=CC=CC=C1)C=1N=C(C2=C(N1)C1=C(O2)C=CC=C1)NCC(=O)O (2-phenylbenzofuro[3,2-d]pyrimidin-4-yl)glycine